methyl 2-(6-cyclopropyl-1',1'-difluoro-1-oxo-spiro[3H-isoquinoline-4,2'-cyclopropane]-2-yl)acetate C1(CC1)C=1C=C2C(=CC1)C(N(CC21C(C1)(F)F)CC(=O)OC)=O